Cl.O1C=NC=C1CN (1,3-oxazol-5-yl)methylamine hydrochloride